4-(((cyclobutylmethyl)amino)methyl)-N-(5-((1s,3s)-3-methyl-1-(4-methyl-4H-1,2,4-triazol-3-yl)cyclobutyl)pyridin-3-yl)thieno[2,3-b]pyridine-6-carboxamide C1(CCC1)CNCC1=C2C(=NC(=C1)C(=O)NC=1C=NC=C(C1)C1(CC(C1)C)C1=NN=CN1C)SC=C2